ethyl (S)-1-(methyl((2-oxo-4-(o-tolyl)-2H-chromen-7-yl)methyl)carbamoyl)piperidine-3-carboxylate CN(C(=O)N1C[C@H](CCC1)C(=O)OCC)CC1=CC=C2C(=CC(OC2=C1)=O)C1=C(C=CC=C1)C